1-(4-fluorophenyl)-5-(6-(isopropoxymethyl)-3-((2-methyl-2H-1,2,3-triazol-4-yl)sulfonyl)-3-azabicyclo[3.1.0]hexane-1-yl)-6-methyl-1H-indazole FC1=CC=C(C=C1)N1N=CC2=CC(=C(C=C12)C)C12CN(CC2C1COC(C)C)S(=O)(=O)C1=NN(N=C1)C